C1(CCCC1)N1[C@@H](C(N(C=2C=NC(=NC12)NC1=C(C=C(C(=O)NCCOCCOCCCO)C=C1)OC)C)=O)CC 4-[[(7R)-8-cyclopentyl-7-ethyl-5-methyl-6-oxo-7H-pteridin-2-yl]amino]-N-[2-[2-(3-hydroxypropoxy)ethoxy]ethyl]-3-methoxy-benzamide